(2R,4S)-N-((S)-1-((4-carbamimidoylbenzyl)amino)-1-oxopropan-2-yl)-4-(pyridin-4-yl)pyrrolidine-2-carboxamide bis-trifluoroacetate FC(C(=O)O)(F)F.FC(C(=O)O)(F)F.C(N)(=N)C1=CC=C(CNC([C@H](C)NC(=O)[C@@H]2NC[C@@H](C2)C2=CC=NC=C2)=O)C=C1